(1r,4r)-4-(2-chloro-3-(9-(5-fluoro-2-methoxybenzyl)-6-(1-methylcyclopropoxy)-9H-purin-8-yl)phenoxy)cyclohexane-1-carboxylic acid ClC1=C(OC2CCC(CC2)C(=O)O)C=CC=C1C=1N(C2=NC=NC(=C2N1)OC1(CC1)C)CC1=C(C=CC(=C1)F)OC